FC=1C=C(C=C2CCN(CC12)C1CC2(CN(C2)C)CC1)C(=O)NO 8-fluoro-2-(2-methyl-2-azaspiro[3.4]octan-6-yl)-3,4-dihydro-1H-isoquinoline-6-carbohydroxamic acid